BrC=1C=C2CCN(CC2=C(C1)Cl)C[C@@H]1CCC(N1)=O (S)-5-((6-bromo-8-chloro-3,4-dihydroisoquinolin-2(1H)-yl)methyl)pyrrolidin-2-one